1-(guanidinomethyl)-3-(2-hydroxyethyl)imidazole bromine [Br].N(C(=N)N)CN1CN(C=C1)CCO